NC=1C=C2C=C(C=NC2=C(C1)O)S(=O)(=O)[O-].[Ca+2].NC=1C=C2C=C(C=NC2=C(C1)O)S(=O)(=O)[O-] calcium 6-amino-8-hydroxyquinoline-3-sulfonate